(3-bromophenyl)methanol BrC=1C=C(C=CC1)CO